N-tert-butyl-4-[[2-[3-iodo-1-[(4-methoxyphenyl)methyl]indazol-6-yl]acetyl]amino]pyridine-2-carboxamide C(C)(C)(C)NC(=O)C1=NC=CC(=C1)NC(CC1=CC=C2C(=NN(C2=C1)CC1=CC=C(C=C1)OC)I)=O